ClCC1=CC=2C(=CN=C(C2)OC)N1 2-(chloromethyl)-5-methoxy-1H-pyrrolo[2,3-c]pyridine